(R)-4-(3-(3-aminopiperidine-1-carbonyl)-1-(4-(3,3-difluoropyrrolidine-1-yl)-2-fluorophenyl)-1H-pyrazole-5-yl)-2-fluorobenzonitrile N[C@H]1CN(CCC1)C(=O)C1=NN(C(=C1)C1=CC(=C(C#N)C=C1)F)C1=C(C=C(C=C1)N1CC(CC1)(F)F)F